1-(2-aza-6-azoniaspiro[3.3]heptan-2-yl)-2-[4-[3-[1-(5-chloropyrimidin-2-yl)-4-piperidyl]propoxy]-2-fluoro-phenyl]ethanone C1N(CC12C[NH2+]C2)C(CC2=C(C=C(C=C2)OCCCC2CCN(CC2)C2=NC=C(C=N2)Cl)F)=O